(1'R,2'R,3'S,4'R,5'S)-4-{2-chloro-6-[(3-iodophenylmethyl)amino]Purin-9-yl}-1-(methylaminocarbonyl)-bicyclo[3.1.0]Hexane-2,3-diol ClC1=NC(=C2N=CN(C2=N1)C1C(C(C2(CC12)C(=O)NC)O)O)NCC1=CC(=CC=C1)I